3-bromo-5-chloro-1,2,4-thiadiazol BrC1=NSC(=N1)Cl